N-(2-methoxyphenyl)-N-(2-carbonylethyl)acetamide COC1=C(C=CC=C1)N(C(C)=O)CC=C=O